7-bromo-5-methyl-[1,2,4]triazolo[1,5-a]pyridine BrC1=CC=2N(C(=C1)C)N=CN2